(R)-7'-fluoro-N-hydroxy-1',6',11',11a'-tetrahydro-2'H,4'H-spiro[cyclohexane-1,3'-pyrido[1,2-b]isoquinoline]-9'-carboxamide FC1=CC(=CC=2C[C@@H]3N(CC12)CC1(CC3)CCCCC1)C(=O)NO